1-(benzyloxy)-6-methyl-6,7,9,10-tetrahydro-7,10-methanopyrido[4,3-c]azocine-5,8-dione C(C1=CC=CC=C1)OC1=NC=CC=2C(N(C3C(CC(C21)C3)=O)C)=O